The molecule is a pyridazinone that is pyridazin-3(2H)-one substituted by an amino group at position 5, a chloro group at position 4 and a phenyl group at position 2. It has a role as an environmental contaminant, a xenobiotic and a herbicide. It is a pyridazinone, an organochlorine compound, a primary amino compound and a member of benzenes. C1=CC=C(C=C1)N2C(=O)C(=C(C=N2)N)Cl